FC1(CN(CC1)C1=NC=C(C=C1C(=O)NC1=CC(=CC=C1)S(N)(=O)=O)C(F)(F)F)F 2-(3,3-difluoropyrrolidin-1-yl)-N-(3-sulfamoyl-phenyl)-5-(trifluoromethyl)pyridine-3-carboxamide